N-Fmoc-L-aspartic acid tert-butyl ester C(C)(C)(C)OC([C@@H](NC(=O)OCC1C2=CC=CC=C2C2=CC=CC=C12)CC(=O)O)=O